7-(1-cyclopropyl-piperidin-4-yl)-5-iodo-7H-pyrrolo[2,3-d]pyrimidin-4-ylamine C1(CC1)N1CCC(CC1)N1C=C(C2=C1N=CN=C2N)I